7α-chloro-5,6β-epoxy-15β,16β-methylene-3β-pivaloyloxy-5β-androstane-17-one Cl[C@H]1[C@H]2[C@@H]3[C@H]4[C@@H](C([C@@]3(C)CC[C@@H]2[C@]2(CC[C@@H](C[C@@]23[C@@H]1O3)OC(C(C)(C)C)=O)C)=O)C4